C1(CC1)C1=CC(=CC(=N1)N1C=NC2=C(C1=O)NC(=C2)CNCCOC)C2=C(C=C(C=C2)F)N2N=CC=C2C(F)(F)F 3-[6-cyclopropyl-4-[4-fluoro-2-[5-(trifluoromethyl)pyrazol-1-yl]phenyl]pyridin-2-yl]-6-[(2-methoxyethylamino)methyl]-5H-pyrrolo[3,2-d]pyrimidin-4-one